NC1=C(C=CC(=C1)C1=CN=CS1)NC(OC(C)(C)C)=O tert-butyl N-(2-amino-4-thiazol-5-yl-phenyl)carbamate